methyl 2-chloro-5-[(cyclopropanecarbonylamino)methyl]benzoate ClC1=C(C(=O)OC)C=C(C=C1)CNC(=O)C1CC1